The molecule is a 3beta sterol that is 5alpha-androstane which is substituted by beta-hydroxy groups at positions 3 and 17 and by an alpha-hydroxy group at position 6. It has a role as a mammalian metabolite. It is a triol, a 6alpha-hydroxy steroid, a 3beta-sterol and a 17beta-hydroxy steroid. It derives from a 5alpha-androstane. C[C@]12CC[C@H]3[C@H]([C@@H]1CC[C@@H]2O)C[C@@H]([C@@H]4[C@@]3(CC[C@@H](C4)O)C)O